N1(CCCCC1)C1CCN(CC1)C1=C(C=NC2=CC=C(C=C12)CC#N)S(=O)(=O)C1=CC=C(C=C1)OC 2-(4-([1,4'-bipiperidin]-1'-yl)-3-((4-methoxyphenyl)sulfonyl)quinolin-6-yl)acetonitrile